tetrahydropyran-2-ylbenzo[f]indazol-4-ol O1C(CCCC1)C1=NNC=2C=C3C(=C(C12)O)C=CC=C3